N1(CCCC1)CCOC1=C2COC/C=C/COCC3=CC=C(C=4C=CN=C(NC(C=C1)=C2)N4)O3 (9E)-15-[2-(1-Pyrrolidinyl)ethoxy]-7,12,26-trioxa-19,21,24-triazatetracyclo[18.3.1.12,5.114,18]-hexacosa-1(24),2,4,9,14,16,18(25),20,22-nonaene